CS(=O)(=O)C1=CC=C(C=C1)C1=C(NC=C1C(=O)NCC=1C=NC=CC1)C1=CC=C(C=C1)C(F)(F)F (4-(methylsulfonyl)phenyl)-N-(pyridin-3-ylmethyl)-2-(4-(trifluoromethyl)phenyl)Azole-4-carboxamide